COCCN1CC2=C(CCC1)NN=C2C(=O)N2CCC(CC2)C2=C(C=CC=C2)C(F)(F)F (5-(2-methoxyethyl)-1,4,5,6,7,8-hexahydropyrazolo[4,3-c]azepin-3-yl)(4-(2-(trifluoromethyl)phenyl)piperidin-1-yl)methanone